C1=CC=C(C=C1)COC(=O)NCC(=O)[O-] The molecule is an N-acylglycinate that is the conjugate base of N-benzyloxycarbonylglycine; major species at pH 7.3. It is a conjugate base of a N-benzyloxycarbonylglycine.